[7-(4-fluoro-2-isopropoxy-phenyl)-6-(5-prop-2-enoyl-6,7-dihydro-4H-pyrazolo[1,5-a]pyrazin-2-yl)thieno[3,2-c]pyridin-4-yl]trifluoromethanesulfonic acid FC1=CC(=C(C=C1)C=1C2=C(C(=NC1C1=NN3C(CN(CC3)C(C=C)=O)=C1)OS(=O)(=O)C(F)(F)F)C=CS2)OC(C)C